3,7-dichloro-2,8-dimethyl-pyrimido[1,2-b]Pyridazin-4-one ClC1=C(N=C2N(N=C(C(=C2)C)Cl)C1=O)C